bromochromic acid [Cr](=O)(=O)(O)Br